N-(3-(4-(((1R,4R)-4-(2-oxa-6-azaspiro[3.3]heptan-6-yl)cyclohexyl)amino)-1-(2,2,2-trifluoroethyl)-1H-indol-2-yl)prop-2-yn-1-yl)-N-(2-hydroxy-4-(methylsulfonyl)phenyl)propionamide C1OCC12CN(C2)C2CCC(CC2)NC2=C1C=C(N(C1=CC=C2)CC(F)(F)F)C#CCN(C(CC)=O)C2=C(C=C(C=C2)S(=O)(=O)C)O